tetraethyl diphosphonite P(OCC)OCC.P(OCC)OCC